Dimethyloxaloylglycine COC(=O)CNC(=O)C(=O)OC